N-[(1H-benzotriazol-1-yl-oxy)(dimethylamino)methylene]-N-methyl-methanaminium hexafluorophosphate F[P-](F)(F)(F)(F)F.N1(N=NC2=C1C=CC=C2)OC(=[N+](C)C)N(C)C